Carbonic acid 7-[4-(4-benzo[b]thiophen-4-ylpiperazin-1-yl)butoxy]-2-oxo-3,4-dihydro-2H-quinolin-1-ylmethyl ester 3-methylbutyl ester CC(CCOC(OCN1C(CCC2=CC=C(C=C12)OCCCCN1CCN(CC1)C1=CC=CC=2SC=CC21)=O)=O)C